4-(2-(2-(2-nitro-1H-imidazol-1-yl)ethoxy)phenyl)pyrimidin-2-amine [N+](=O)([O-])C=1N(C=CN1)CCOC1=C(C=CC=C1)C1=NC(=NC=C1)N